2-(4-cyano-2-methoxyphenoxy)-5-(4-cyanophenyl)-4-methyl-N-(3-(S-methylamino-sulfinyl)phenyl)nicotinamide C(#N)C1=CC(=C(OC2=C(C(=O)NC3=CC(=CC=C3)S(=O)NC)C(=C(C=N2)C2=CC=C(C=C2)C#N)C)C=C1)OC